((3aR,4R,5aS,9aR,9bR)-2,2-dimethyl-8-oxooctahydro-4H-[1,3]dioxolo[4',5':4,5]pyrano[3,2-b]pyridin-4-yl)methyl acetate C(C)(=O)OC[C@@H]1[C@H]2[C@@H]([C@@H]3NC(CC[C@@H]3O1)=O)OC(O2)(C)C